COC(=O)[C@@H]1CCCC=2N1C(N(N2)CC2=CC(=NC=C2)C(F)(F)F)=O Methyl-(5S)-3-oxo-2-{[2-(trifluoromethyl)pyridin-4-yl]methyl}-2,3,5,6,7,8-hexahydro[1,2,4]triazolo[4,3-a]pyridine-5-carboxylate